C(C1=CC=CC=C1)N1C[C@@H]2C=3C=CC(=NC3CN2[C@@H](C1)C)Cl (2S,6R)-4-benzyl-11-chloro-6-methyl-4,7,10-triazatricyclo[7.4.0.02,7]trideca-1(9),10,12-triene